tert-butyl (S)-2-(2-(2-cyclopropylpyrimidine-5-carbonyl)-6-(3-methyl-1H-pyrrolo[2,3-b]pyridin-5-yl)-1,2,3,4-tetrahydroisoquinolin-8-yl)pyrrolidine-1-carboxylate C1(CC1)C1=NC=C(C=N1)C(=O)N1CC2=C(C=C(C=C2CC1)C=1C=C2C(=NC1)NC=C2C)[C@H]2N(CCC2)C(=O)OC(C)(C)C